C(C)[Si](OC=1CC2C(CN(C2)C(=O)OC(C)(C)C)C1)(CC)CC Tert-butyl 5-((triethylsilyl) oxy)-3,3a,4,6a-tetrahydrocyclopenta[c]pyrrole-2(1H)-carboxylate